C(C)(=O)[O-].C(C)(=O)[O-].C(C)(C)O[Ti+2]OC(C)C di-i-propoxytitanium diacetate